O1C(CCCC1)O[C@@H](C)C=1N(C=CN1)CC1=NOC(=C1)C1=CC=C(C=C1)C#CC1=CC=C(CN2C(COCC2)C(=O)O)C=C1 4-(4-((4-(3-((2-((1S)-1-((tetrahydro-2H-pyran-2-yl)oxy)ethyl)-1H-imidazol-1-yl)methyl)isoxazol-5-yl)phenyl)ethynyl)benzyl)morpholin-3-carboxylic acid